(3S)-4-amino-3-methyl-N-((2S)-3,3,3-trifluoro-2-hydroxypropyl)-N-((5-(trifluoromethyl)-2-pyridinyl)methyl)-1,3-dihydrofuro[3,4-c]quinoline-8-carboxamide NC1=NC=2C=CC(=CC2C2=C1[C@@H](OC2)C)C(=O)N(CC2=NC=C(C=C2)C(F)(F)F)C[C@@H](C(F)(F)F)O